C(C(CC)C(=O)[O-])(C(=O)OCC1CC2C(CC1)O2)(C(=O)[O-])C(=O)[O-] (3,4-epoxycyclohexylmethyl) butanetetracarboxylate